N-(4-isopropylphenyl)-2-((3-trifluoromethylphenyl)amino)nicotinamide C(C)(C)C1=CC=C(C=C1)NC(C1=C(N=CC=C1)NC1=CC(=CC=C1)C(F)(F)F)=O